C(C1CO1)N1C(N(C(C1=O)(C)C)CC1CO1)=O diglycidyl-5,5-dimethylhydantoin